2-(3,4-dimethoxyphenyl)-3-isopropyl-N,N-dimethyl-1H-indole-5-carboxamide COC=1C=C(C=CC1OC)C=1NC2=CC=C(C=C2C1C(C)C)C(=O)N(C)C